C(C1=CC=CC=C1)NC(NC1=CC(=C(C=C1)C1=CN=C(S1)C1CCC(CC1)NC(OC[C@H]1N(CCC1)C)=O)S(NC(C)(C)C)(=O)=O)=O ((S)-1-methylpyrrolidin-2-yl)methyl ((1r,4S)-4-(5-(4-(3-benzylureido)-2-(N-(tert-butyl)sulfamoyl)phenyl)thiazol-2-yl)cyclohexyl)carbamate